FC(C(=O)O)(F)F.CC1(C2C(N(C(C12)=O)CC1=CC2=NC=CC(=C2S1)C1=NC(=CC(=C1CC1CNCCO1)C)C(F)(F)F)=O)C 6,6-dimethyl-3-((7-(4-methyl-3-(morpholin-2-ylmethyl)-6-(trifluoromethyl)pyridin-2-yl)thieno[3,2-b]pyridin-2-yl)methyl)-3-azabicyclo[3.1.0]hexane-2,4-dione 2,2,2-trifluoroacetate